CC1=C(C=CC(=C1)N1C[C@@H](N(CC1)CC(F)(F)F)C)NC=1C=CC2=C(OCC(N2)=O)C1 (S)-7-((2-methyl-4-(3-methyl-4-(2,2,2-trifluoroethyl)piperazin-1-yl)phenyl)amino)-2H-benzo[b][1,4]oxazin-3(4H)-one